CSC1=NC=CC(=N1)C=1C(=C2C(=NC1)NC=C2)N[C@H]2CN(CCC2)C(CC#N)=O (R)-3-(3-((5-(2-(methylthio)pyrimidin-4-yl)-1H-pyrrolo[2,3-b]pyridin-4-yl)amino)piperidin-1-yl)-3-oxopropanenitrile